Cl.NC1CN(CC1)C1=CC(=C2C(=N1)C(=CS2)C(=O)NC(C)C)C(F)(F)F 5-(3-aminopyrrolidin-1-yl)-N-isopropyl-7-(trifluoromethyl)thieno[3,2-b]pyridine-3-carboxamide hydrochloride